C(C(C)C)N1C2CC(CC1CC2)N2CCC(CC2)C=2C=C(C1=C(NC(=N1)C1=CC=C(C=C1)S(=O)(=O)C)C2)C 6-(1-(8-isobutyl-8-azabicyclo[3.2.1]oct-3-yl)piperidin-4-yl)-4-methyl-2-(4-(methylsulfonyl)phenyl)-1H-benzo[d]imidazole